Br[C@]1([C@@]([C@@]([C@H]([C@H](O)O1)O)(O)C=1NC2=CC=CC=C2C1)(O)Cl)CO.O([C@H]1[C@H](O)[C@@H](O)[C@@H](O)[C@H](O1)CO)C1=CNC2=CC=C(C(=C12)Cl)Br 5-Bromo-4-chloro-3-indolyl beta-D-galactopyranoside (5-Bromo-4-chloro-3-indolyl beta-D-galactopyranoside)